(R)-1-(2-chloropyridin-3-yl)ethyl (4-(5-((S)-2-hydroxy-propanamido) pyridin-2-yl)-1-methyl-1H-1,2,3-triazol-5-yl)carbamate O[C@H](C(=O)NC=1C=CC(=NC1)C=1N=NN(C1NC(O[C@H](C)C=1C(=NC=CC1)Cl)=O)C)C